3-bromo-4-[(2,4-difluorobenzyl)oxy]-1-[2,6-difluoro-4-(4-methylpiperazin-1-yl)phenyl]-6-methylpyridin-2(1H)-one BrC=1C(N(C(=CC1OCC1=C(C=C(C=C1)F)F)C)C1=C(C=C(C=C1F)N1CCN(CC1)C)F)=O